cyclopropyl-(2,4-dichloropyridin-3-yl)methanol C1(CC1)C(O)C=1C(=NC=CC1Cl)Cl